F[C@@H]1[C@H](C1)C(=O)O (1R,2S)-2-fluorocyclopropanecarboxylic acid